3-((2S)-2-hydroxy-3-(8-(4-methoxyphenylsulfonyl)-1-oxa-8-azaspiro[4.5]dec-3-ylamino)propoxy)-N-methylbenzenesulfonamide O[C@H](COC=1C=C(C=CC1)S(=O)(=O)NC)CNC1COC2(C1)CCN(CC2)S(=O)(=O)C2=CC=C(C=C2)OC